[NH4+].C(=S)S dithio-formic acid ammonium